OC1(CCNCC1)CNC(OCC1=CC=CC=C1)=O benzyl ((4-hydroxypiperidin-4-yl)methyl)carbamate